5-((4-(6-chloropyridin-3-yl)piperazin-1-yl)methyl)-2-(2,4-dioxotetrahydropyrimidin-1(2H)-yl)isoindoline-1,3-dione ClC1=CC=C(C=N1)N1CCN(CC1)CC=1C=C2C(N(C(C2=CC1)=O)N1C(NC(CC1)=O)=O)=O